(2S,11aR)-7,9-difluoro-2-hydroxy-6-isopropoxy-8-methyl-2,3,11,11a-tetrahydro-1H,5H-benzo[f]pyrrolo[2,1-c][1,4]oxazepine-5-one FC=1C(=C(C2=C(C(N3[C@@H](CO2)C[C@@H](C3)O)=O)C1OC(C)C)F)C